(R)-N-((1R)-1-(2-(azidomethyl)-5-fluoro-2-(fluoromethyl)-2,3-dihydrobenzofuran-7-yl)ethyl)-2-methylpropan-2-sulfinamide N(=[N+]=[N-])CC1(OC2=C(C1)C=C(C=C2[C@@H](C)N[S@](=O)C(C)(C)C)F)CF